O=C1NC2=C(OC1)C=CC(=C2)C(=O)OC methyl 3-oxo-3,4-dihydro-2H-benzo[b][1,4]oxazine-6-carboxylate